C[C@@]1(C(N(C2=CC=CC=C12)CC1=CC=CC2=CC=CC=C12)=O)CC(=O)O (R)-2-(3-methyl-1-(naphthalen-1-ylmethyl)-2-oxoindol-3-yl)acetic acid